phenyl β-D-galactopyranoside O([C@H]1[C@H](O)[C@@H](O)[C@@H](O)[C@H](O1)CO)C1=CC=CC=C1